FC(F)SC methyl (difluoromethyl) sulfide